P(OC1=C(C=C(C=C1)CC)OC)(OC1=C(C=C(C=C1)CC)OC)OC1=C(C=C(C=C1)CC)OC tris(4-ethyl-2-methoxyphenyl) phosphite